FC1(CCN(CC1)CC1CN(CC1)C=1OC(=C(N1)C(=O)NC1=CC(=C(C=C1)N1CCCCC1)F)C)F 2-(3-((4,4-difluoropiperidin-1-yl)methyl)pyrrolidin-1-yl)-N-(3-fluoro-4-(piperidin-1-yl)phenyl)-5-methyloxazole-4-carboxamide